C(C1=CC=CC=C1)OCC(COC1=CC=CC2=C1B(OC2C[N+](=O)[O-])O)(C)O 7-(3-(benzyloxy)-2-hydroxy-2-methylpropoxy)-3-(nitromethyl)benzo[c][1,2]oxaborol-1(3H)-ol